3,4-dihydro-2H-pyrazino[1,2-c]pyrimidine-1,8-dione C1(NCCN2C=NC(C=C21)=O)=O